2'-chloro-5'-methoxy-6-methyl-N-(5-(6-(trifluoromethoxy)picolinoyl)-5,6-dihydro-4H-pyrrolo[3,4-d]thiazol-2-yl)-[4,4'-bipyridine]-3-carboxamide ClC1=NC=C(C(=C1)C1=C(C=NC(=C1)C)C(=O)NC=1SC2=C(N1)CN(C2)C(C2=NC(=CC=C2)OC(F)(F)F)=O)OC